Cl.CN1N=CC(=C1)CN1C(N(C2=C(C1=O)C=C(S2)S(=O)(=O)[N-]C2(CC2)C)CC2CCNCC2)=O 3-((1-methyl-1H-pyrazol-4-yl)methyl)-N-(1-methylcyclopropyl)-2,4-dioxo-1-(piperidin-4-ylmethyl)-1,2,3,4-tetrahydrothieno[2,3-d]pyrimidine-6-sulfonylamide hydrochloride